C(C)C1=NOC(=N1)C=1C(=NC(=NC1)NC1=CC=C(C=C1)S(=O)(=O)C)N[C@H](CO)C1=CC=CC=C1 (2S)-2-[[5-(3-ethyl-1,2,4-oxadiazol-5-yl)-2-(4-methylsulfonylanilino)-pyrimidin-4-yl]amino]-2-phenyl-ethanol